ClC1=NC=CC2=C1N(C=N2)C 4-chloro-3-methyl-3H-imidazo[4,5-c]pyridine